C1[C@@H](OC2=C(C1=O)C(=CC3=C2[C@@H]4C[C@](O3)(OC5=CC(=CC(=C45)O)O[C@H]6[C@@H]([C@H]([C@@H]([C@H](O6)CO)O)O)O)C7=CC(=C(C=C7)O)O)O)C8=CC(=C(C=C8)O)O The molecule is a biflavonoid isolated from the rhizome of Sarcophyte piriei and exhibits anti-inflammatory activity. It has a role as a metabolite and an anti-inflammatory agent. It is a biflavonoid, a monosaccharide derivative, a beta-D-glucoside and a hydroxyflavonoid. It derives from an eriodictyol.